3-(pyrrolidin-1-yl)propionitrile N1(CCCC1)CCC#N